tert-butyl 3,7-di(azetidin-1-yl)-5,5-dimethyl-3'-oxo-3'H,5H-spiro[dibenzo[b,e]siline-10,1'-isobenzofuran]-6'-carboxylate N1(CCC1)C=1C=CC2=C([Si](C3=C(C=CC(=C3)N3CCC3)C23OC(C2=CC=C(C=C32)C(=O)OC(C)(C)C)=O)(C)C)C1